COC(C1=CC=C2C3CC(NC2=N1)C3)OC 7-(dimethoxymethyl)-1,2,3,4-tetrahydro-2,4-methylene-1,8-naphthyridine